[N+](=O)([O-])C=1C=C(C=CC1NCC1CCOCC1)S(=O)(=O)NC(C1=CC=CC=C1)=O N-[3-nitro-4-[(oxan-4-ylmethyl)amino]benzenesulfonyl]benzamide